1-[5-tert-butyl-2-p-tolyl-2H-pyrazol-3-yl]-3-[4-(3-thiazolidin-3-yl-propyl)naphthalen-1-yl]-urea C(C)(C)(C)C=1C=C(N(N1)C1=CC=C(C=C1)C)NC(=O)NC1=CC=C(C2=CC=CC=C12)CCCN1CSCC1